5-(4-((4-(isopropylsulfonyl)-1,4-oxazepan-2-yl)methoxy)phenyl)-2-oxo-6-(trifluoromethyl)-1,2-dihydropyridine-3-carboxamide C(C)(C)S(=O)(=O)N1CC(OCCC1)COC1=CC=C(C=C1)C=1C=C(C(NC1C(F)(F)F)=O)C(=O)N